1-(4-(2,5-dichlorophenyl)piperazin-1-yl)-3-(isoquinolin-6-yloxy)propan-2-ol ClC1=C(C=C(C=C1)Cl)N1CCN(CC1)CC(COC=1C=C2C=CN=CC2=CC1)O